[Na+].FC1=C(C=CC(=C1)F)C1=CC(=CC(=C1)C)[C@H](CC(=O)[O-])NC(=O)NC1C(N(C(=CC1=O)C)C)=O (S)-3-(2',4'-difluoro-5-methylbiphenyl-3-yl)-3-(3-(1,6-dimethyl-4-oxo-2-oxo-1,2-dihydropyridin-3-yl)ureido)propanoic acid sodium salt